6-Bromo-1-(4-methoxybenzyl)-1H-indazole BrC1=CC=C2C=NN(C2=C1)CC1=CC=C(C=C1)OC